(1S,4S)-5-[2-[2-(3,5-dimethylisoxazol-4-yl)-4-nitro-phenoxy]ethyl]-2-oxa-5-azabicyclo[2.2.1]heptane CC1=NOC(=C1C1=C(OCCN2[C@@H]3CO[C@H](C2)C3)C=CC(=C1)[N+](=O)[O-])C